C(=O)(O)C1[NH+](CCCC1)C 2-carboxy-1-methylpiperidin-1-ium